N[C@@H](C)C(=O)OCC=1N=NC=CC1 pyridazin-3-ylmethyl L-alaninate